din-propyl-dimethoxysilane C(CC)[Si](OC)(OC)CCC